2-(1-Hexylpyridin-1-ium-4-yl)-1-methyl-7-phenylimidazo[1,2-a]pyridin-1-ium bis(tetrafluoroborate) F[B-](F)(F)F.F[B-](F)(F)F.C(CCCCC)[N+]1=CC=C(C=C1)C=1[N+](=C2N(C=CC(=C2)C2=CC=CC=C2)C1)C